C(C)(C)(C)OC(=O)NCCC(C(=O)O)O 4-[[(tert-butoxy)carbonyl]amino]-2-hydroxybutyric acid